B([O-])([O-])[O-].[W+4].[Na+] sodium tungsten borate